N2-(2-methoxy-4-(1-methyl-1H-tetrazol-5-yl)phenyl)-6-methyl-N8-(tetrahydro-2H-pyran-4-yl)pyrido[3,4-d]pyrimidine-2,8-diamine COC1=C(C=CC(=C1)C1=NN=NN1C)NC=1N=CC2=C(N1)C(=NC(=C2)C)NC2CCOCC2